1,4,7-triazacyclononane-1-carboxylate N1(CCNCCNCC1)C(=O)[O-]